ethyl 2-(((2-(6-(2-azidoethoxy)pyridin-3-yl)-4-morpholinothieno[3,2-d]pyrimidin-6-yl)methyl)(methyl)amino)pyrimidine-5-carboxylate N(=[N+]=[N-])CCOC1=CC=C(C=N1)C=1N=C(C2=C(N1)C=C(S2)CN(C2=NC=C(C=N2)C(=O)OCC)C)N2CCOCC2